BrCC1CN(CC1)C=1C2=C(N=C(N1)OC[C@]13CCCN3C[C@@H](C1)F)C(=C(N=C2)C2=CC=CC1=CC=CC=C21)F 4-(3-(bromomethyl)pyrrolidin-1-yl)-8-fluoro-2-(((2R,7aS)-2-fluorotetrahydro-1H-pyrrolizin-7a(5H)-yl)methoxy)-7-(naphthalen-1-yl)pyrido[4,3-d]pyrimidine